2-(2-bromo-4,5-dimethoxyphenyl)-1,3-dioxolane BrC1=C(C=C(C(=C1)OC)OC)C1OCCO1